1,3,5-tris(2-hydroxyethyl)-S-triazine OCCN1CN(CN(C1)CCO)CCO